dibenzyl-diphenyl-phenol C(C1=CC=CC=C1)C=1C(=C(C(=C(C1)O)C1=CC=CC=C1)C1=CC=CC=C1)CC1=CC=CC=C1